CC=1OC2=C(N1)C=CC(=C2)COC2=CC=CC(=N2)C2CCN(CC2)CC2=NC1=C(N2C[C@H]2OCC2)C=C(C=C1)C(=O)O (S)-2-((4-(6-((2-methylbenzo[d]oxazol-6-yl)methoxy)pyridin-2-yl)piperidine-1-yl)methyl)-1-(oxetan-2-ylmethyl)-1H-benzo[d]imidazole-6-carboxylic acid